N-(2-(hydroxymethyl)-6-methoxy-5-((E)-2-(trans-4-(trifluoromethyl)cyclohexyl)vinyl)pyridin-3-yl)-acrylamide OCC1=NC(=C(C=C1NC(C=C)=O)\C=C\[C@@H]1CC[C@H](CC1)C(F)(F)F)OC